C(C)(C)(C)OC(=O)N[C@@H]1C[C@@H](CCC1)C(=O)OCC1=CC=CC=C1 (1R,3S)-benzyl 3-((tert-butoxycarbonyl)amino)cyclohexanecarboxylate